NC=1C2=C(N=CN1)NC(=C2C2=CC(=C(C=C2)OC2=NC=C(C=N2)F)F)C2=CC=C(C=C2)NC(C(=C)C)=O N-(4-(4-amino-5-(3-fluoro-4-((5-fluoropyrimidin-2-yl)oxy)phenyl)-7H-pyrrolo[2,3-d]pyrimidin-6-yl)phenyl)methacrylamide